(Z)-3-hexenyl 2-oxo-2-phenylacetate O=C(C(=O)OCC\C=C/CC)C1=CC=CC=C1